C(#N)C=1C=CC(=C2N=CC=NC12)N1C[C@@H]([C@@H](C1)C)NC(C[C@H]1CN(CCC1)C)=O N-[(3R,4R)-1-(8-cyanoquinoxalin-5-yl)-4-methylpyrrolidin-3-yl]-2-[(3S)-1-methylpiperidin-3-yl]acetamide